(2R)-1-{4-[(2-{3-[(4-methanesulfonyl-2-methoxyphenyl)amino]prop-1-yn-1-yl}-3-(2,2,2-trifluoroethyl)imidazo[1,2-a]pyridin-8-yl)amino]piperidin-1-yl}-3-methoxypropan-2-ol CS(=O)(=O)C1=CC(=C(C=C1)NCC#CC=1N=C2N(C=CC=C2NC2CCN(CC2)C[C@H](COC)O)C1CC(F)(F)F)OC